5,6,7,8-tetrahydronaphthalen-1-yl docosanoate C(CCCCCCCCCCCCCCCCCCCCC)(=O)OC1=CC=CC=2CCCCC12